(S)-4-amino-N-methyl-N-(7-(trifluoromethyl)isochroman-4-yl)imidazo[1,5-a]quinoxaline-8-carboxamide NC=1C=2N(C3=CC(=CC=C3N1)C(=O)N([C@@H]1COCC3=CC(=CC=C13)C(F)(F)F)C)C=NC2